FC1=NC(=C2N=CN(C2=N1)C1OCCC1)NCC1=CC(=CC(=C1)Cl)Cl 2-fluoro-6-[(3,5-dichlorobenzyl)amino]-9-(tetrahydrofuran-2-yl)-9H-purine